BrC1=C(C=C(C(=C1)OCCCCC=C)Br)OCCCCC=C 1,4-dibromo-2,5-bis(hex-5-en-1-yloxy)benzene